S1CC=CC=C1 2H-thiainine